NC1=NC2=C(C=3N1N=C(N3)C=3OC=CC3)C=NN2[C@](C(=O)N[C@H]2COC[C@H]2O)(C)C2=CC=CC=C2 (R)-2-(5-amino-2-(furan-2-yl)-7H-pyrazolo[4,3-e][1,2,4]triazolo[1,5-c]pyrimidin-7-yl)-N-((3S,4S)-4-hydroxytetrahydrofuran-3-yl)-2-phenylpropionamide